N-(2-(2-(2-(2-azidoethoxy)ethoxy)ethoxy)ethyl)-2-(1-(6-(3-(3-(4-cyanophenyl)ureido)phenyl)pyridin-2-yl)piperidin-4-yl)acetamide N(=[N+]=[N-])CCOCCOCCOCCNC(CC1CCN(CC1)C1=NC(=CC=C1)C1=CC(=CC=C1)NC(=O)NC1=CC=C(C=C1)C#N)=O